FC1=C(C=O)C(=CC=C1)S(=O)(=O)C1=CC=C(C=C1)OC 2-fluoro-6-((4-methoxyphenyl)sulfonyl)benzaldehyde